O1C(=CC=C1)C=C1C(NC(N(C1=O)C1=CC=CC=C1)=S)=O 5-(furan-2-ylmethylene)-1-phenyl-2-thioxodihydropyrimidine-4,6(1H,5H)-dione